3-chloro-4-[3-(4,5-dichloro-1-methyl-1H-indole-2-amido)oxetan-3-yl]benzoic acid ClC=1C=C(C(=O)O)C=CC1C1(COC1)NC(=O)C=1N(C2=CC=C(C(=C2C1)Cl)Cl)C